3-Formyl-indole C(=O)C1=CNC2=CC=CC=C12